dioxo-7,10,13,16-tetraoxa-3,19-diazatricosanamidol O=C(C(N)=O)NCCCOCCOCCOCCOCCNCCCC